ethyl 4-((4-methoxybenzyl)oxy)-2-(methylthio)pyrimidine-5-carboxylate COC1=CC=C(COC2=NC(=NC=C2C(=O)OCC)SC)C=C1